N(N)C1=NC=CC=C1 2-hydrazineylpyridine